1-(2-(3-fluoro-5-(trifluoromethyl)benzyl)pyridin-4-yl)-3-iodo-1,5,6,7-tetrahydro-4H-pyrazolo[4,3-c]pyridin-4-one FC=1C=C(CC2=NC=CC(=C2)N2N=C(C=3C(NCCC32)=O)I)C=C(C1)C(F)(F)F